C(C1=CC=CC=C1)OC=1C=C2C(=CNC2=CC1)C[C@@H](C(=O)O)NC(=O)OC(C)(C)C (S)-3-(5-(Benzyloxy)-1H-indol-3-yl)-2-((tert-butoxycarbonyl)amino)propanoic acid